FC1=C(C=C(C=C1)F)C(C(C=O)(C)C)N1N=C2C=CC=CC2=C1 3-(2,5-difluorophenyl)-3-(2H-indazol-2-yl)-2,2-dimethylpropionaldehyde